methyl (2S,3S,4R,5S,6S)-3,4,5-triacetoxy-6-[2-[5-amino-2-(hydroxymethyl)phenyl] ethyl]tetrahydropyran-2-carboxylate C(C)(=O)O[C@@H]1[C@H](O[C@H]([C@@H]([C@H]1OC(C)=O)OC(C)=O)CCC1=C(C=CC(=C1)N)CO)C(=O)OC